4-methoxy-2-(4-(piperidin-1-yl)styryl)benzo[d]thiazole COC1=CC=CC2=C1N=C(S2)C=CC2=CC=C(C=C2)N2CCCCC2